ClCC[C@@H](O)C1=CSC=C1 (R)-3-chloro-1-(thien-3-yl)propan-1-ol